benzyl 3,3-difluoro-4-isopropylpyrrolidine-1-carboxylate FC1(CN(CC1C(C)C)C(=O)OCC1=CC=CC=C1)F